C(C)(=O)NC1=NC=CC(=C1)C(=O)N1C(CC(C1)F)C(=O)NC(C1=CC=C(C=C1)C(C)C)C1=CC=CC=C1 1-(2-acetamidopyridine-4-carbonyl)-4-fluoro-N-{phenyl-[4-(prop-2-yl)phenyl]methyl}pyrrolidine-2-carboxamide